((6-(difluoromethoxy)-2-(4''-(((3-(dimethylamino)propyl)(methyl)amino)methyl)-2,2'-dimethyl-[1,1':3',1''-terphenyl]-3-yl)benzo[d]oxazol-5-yl)methyl)-L-proline FC(OC1=CC2=C(N=C(O2)C=2C(=C(C=CC2)C2=C(C(=CC=C2)C2=CC=C(C=C2)CN(C)CCCN(C)C)C)C)C=C1CN1[C@@H](CCC1)C(=O)O)F